FC=1C(=NC(=NC1)N[C@@H]1CC[C@H](CC1)NC(OC(C)(C)C)=O)C1=CC(=CC=C1)C=1C(=NC=CC1)OC trans-tert-butyl (4-((5-fluoro-4-(3-(2-methoxypyridin-3-yl)phenyl)pyrimidin-2-yl)amino)cyclohexyl)carbamate